O1CCC(CC1)NC=1C(=NC=CN1)C(=O)N (tetrahydropyran-4-ylamino)pyrazine-2-carboxamide